2-bromo-N-(4-chloro-5-methylisoxazol-3-yl)-N-(methoxymethyl)pyridine-3-sulfonamide BrC1=NC=CC=C1S(=O)(=O)N(COC)C1=NOC(=C1Cl)C